COC1=CC(=C2C(=N1)N=C(N2)C(=O)N2[C@@H](C=1C=CC=NC1CC2)C)C (R)-(5-Methoxy-7-methyl-1H-imidazo[4,5-b]pyridin-2-yl)(5-methyl-7,8-dihydro-1,6-naphthyridin-6(5H)-yl)methanone